[3-(acryloyloxy)propyl]trimethylammonium C(C=C)(=O)OCCC[N+](C)(C)C